FC=1C=CC(=NC1)C1=NN2C(CCC(C2)(C)CO)=C1 (2-(5-Fluoropyridin-2-yl)-6-methyl-4,5,6,7-tetrahydropyrazolo[1,5-a]pyridin-6-yl)methanol